C(C=CCCCCCCC)(=O)O 9E-decenoic acid